5-chloro-N-((1r,4r)-4-((2-oxo-3-(2-oxo-2-phenylethyl)-2,3-dihydro-1H-benzo[d]imidazol-1-yl)methyl)cyclohexyl)-2-(trifluoromethyl)nicotinamide ClC=1C=NC(=C(C(=O)NC2CCC(CC2)CN2C(N(C3=C2C=CC=C3)CC(C3=CC=CC=C3)=O)=O)C1)C(F)(F)F